C([C@@H]1[C@H]([C@@H]([C@H]([C@H](O1)O[C@@H]2[C@@H]([C@H]([C@@H]([C@H](O2)CO)O)O)OS(=O)(=O)[O-])O)O)O)O The molecule is the conjugate base of alpha,alpha-trehalose-2-sulfate arising from deprotonation of the sulfate group. It derives from an alpha,alpha-trehalose. It is a conjugate base of an alpha,alpha-trehalose-2-sulfate.